(2-fluorophenyl)-((5-(4-methoxy-3-methylphenyl)thiophen-2-yl)methyl)-5-(4-methylpiperidin-1-yl)pyrazine-2-carboxamide FC1=C(C=CC=C1)C1=C(N=C(C(=N1)C(=O)N)CC=1SC(=CC1)C1=CC(=C(C=C1)OC)C)N1CCC(CC1)C